CC(C(=O)NCC[N+](CCC(=O)[O-])(C)C)=C 3-[N-(2-methyl acrylamidoethyl)dimethyl ammonio]propionate